N-(4-methyl-3-(2'-(methylamino)-8'H-spiro[cyclopentane-1,9'-imidazo[1',2':1,6]pyrido[2,3-d]pyrimidin]-6'-yl)phenyl)-4-(trifluoromethyl)pyridineamide hydrochloride Cl.CC1=C(C=C(C=C1)NC(=O)C1=NC=CC(=C1)C(F)(F)F)C1=CC2=C(N=C(N=C2)NC)N2C1=NCC21CCCC1